SODIUM IMINODISUCCINATE N(C(C(=O)[O-])CC(=O)[O-])C(C(=O)[O-])CC(=O)[O-].[Na+].[Na+].[Na+].[Na+]